N1=CN=CC2=C1OCC(=C2)C(=O)N 7H-pyrano[2,3-d]pyrimidine-6-carboxamide